CC1(OC1)C(C)C 2-methyl-2-(1-methylethyl)-oxirane